NC1=CC=C(C(=N1)C1=C(C=2C(=C(SN2)N2CCN(CC2)C(C=C)=O)C=C1Cl)F)Cl 1-(4-(6-(6-amino-3-chloro-2-pyridinyl)-5-chloro-7-fluoro-2,1-benzothiazol-3-yl)-1-piperazinyl)-2-propen-1-one